2-(3,5-dichlorophenyl)-N-(3,3-difluorocyclohexyl)benzo[d]oxazole-6-carboxamide ClC=1C=C(C=C(C1)Cl)C=1OC2=C(N1)C=CC(=C2)C(=O)NC2CC(CCC2)(F)F